3-benzyl-1-(trans-4-((5-cyano-4-(1H-pyrazol-3-yl)pyrimidin-2-yl)amino)cyclohexyl)-1-(5-(1-methyl-1H-pyrazol-4-yl)pyridin-2-yl)urea C(C1=CC=CC=C1)NC(N(C1=NC=C(C=C1)C=1C=NN(C1)C)[C@@H]1CC[C@H](CC1)NC1=NC=C(C(=N1)C1=NNC=C1)C#N)=O